[Si](C)(C)(C(C)(C)C)OC[C@@H](N)C1=CC(=CC(=C1)F)Cl (S)-2-((tert-butyldimethylsilyl)oxy)-1-(3-chloro-5-fluorophenyl)ethan-1-amine